N-(3-cyano-4,5,6,7-tetrahydrobenzo[b]thiophen-2-yl)-1-naphthacenecarboxamide C(#N)C=1C2=C(SC1NC(=O)C1=CC=CC3=CC4=CC5=CC=CC=C5C=C4C=C13)CCCC2